tert-butyl (3-oxopropyl)(3-(phenylthio)phenethyl)carbamate O=CCCN(C(OC(C)(C)C)=O)CCC1=CC(=CC=C1)SC1=CC=CC=C1